1-(2,5-Difluorophenyl)ethan-1-one FC1=C(C=C(C=C1)F)C(C)=O